OCCNC(=O)C1=CC=C2C(=N1)SC(=N2)NC(=O)C2=CN=NC=C2C2=C(C=CC=C2)OC N-(2-hydroxyethyl)-2-(5-(2-methoxyphenyl)pyridazine-4-carboxamido)thiazolo[5,4-b]pyridine-5-carboxamide